C(#N)N1CCC(CC1)C(=O)NC=1SC2=C(N1)C=CC(=C2)C=2C(=NOC2C)C 1-Cyano-N-(6-(3,5-dimethylisoxazol-4-yl)benzo[d]thiazol-2-yl)piperidine-4-carboxamide